C[C@H]1N([C@@H](COC1)C)C(=O)C1=C(C=CC(=C1)F)C1=C2C=NN(C2=CC(=C1)C1CN(C1)[C@@H](CCCN(C)CCOC)C(C)C)C [(4S)-4-[3-(4-{2-[(3R,5R)-3,5-dimethylmorpholine-4-carbonyl]-4-fluorophenyl}-1-methyl-1H-indazol-6-yl)azetidin-1-yl]-5-methylhexyl](2-methoxyethyl)methylamine